4-oxo-N-phenyl-5-(phenylamino)valeramide O=C(CCC(=O)NC1=CC=CC=C1)CNC1=CC=CC=C1